4-(3-(trans-4-(2-bromoethoxy)cyclohexyl)-4,4-dimethyl-5-oxo-2-thioxoimidazolidin-1-yl)-2-(trifluoromethyl)benzonitrile BrCCO[C@@H]1CC[C@H](CC1)N1C(N(C(C1(C)C)=O)C1=CC(=C(C#N)C=C1)C(F)(F)F)=S